C(C=C)(=O)N1CC2(C1)CN(CC2)C2=NC(=NC(=C2C#N)C2=C1C=NNC1=CC=C2C)N2CC(OCC2)C2=CC=CC=C2 4-(2-acryloyl-2,6-diazaspiro[3.4]octan-6-yl)-6-(5-methyl-1H-indazol-4-yl)-2-(2-phenylmorpholino)pyrimidine-5-carbonitrile